C(C)OC(\C=C\C1(CC1)CO[Si](C)(C)C(C)(C)C)=O.BrC1=NC(=CC=C1)OCC1=C(C=C(C=C1)F)F 2-bromo-6-((2,4-difluorobenzyl)oxy)pyridine ethyl-(E)-3-(1-(((tert-butyldimethylsilyl)oxy)methyl)cyclopropyl)acrylate